9,9'-(4-(2-(4,6-diphenyl-1,3,5-triazin-2-yl)phenyl)-3,6-bis(4-(3-methyl-9H-carbazol-9-yl)phenyl)pyridine-2,5-diyl)bis(9H-pyrido[2,3-b]indole) C1(=CC=CC=C1)C1=NC(=NC(=N1)C1=CC=CC=C1)C1=C(C=CC=C1)C1=C(C(=NC(=C1N1C2=C(C3=CC=CC=C13)C=CC=N2)C2=CC=C(C=C2)N2C1=CC=CC=C1C=1C=C(C=CC21)C)N2C1=C(C3=CC=CC=C23)C=CC=N1)C1=CC=C(C=C1)N1C2=CC=CC=C2C=2C=C(C=CC12)C